tert-butyl ((2R,3R,4R,5R,6R)-4,5-dihydroxy-6-(hydroxymethyl)-2-propyltetrahydro-2H-pyran-3-yl)carbamate O[C@@H]1[C@H]([C@H](O[C@@H]([C@@H]1O)CO)CCC)NC(OC(C)(C)C)=O